5-(3-(Difluoromethoxy)phenyl)-2-methyl-N-(3-(3,3,3-trifluoro-2-hydroxy-2-methylpropyl)-1,2,4-thiadiazol-5-yl)furan-3-carboxamide FC(OC=1C=C(C=CC1)C1=CC(=C(O1)C)C(=O)NC1=NC(=NS1)CC(C(F)(F)F)(C)O)F